2,4,6-trimethyl-pyran tetrafluoroborate F[B-](F)(F)F.CC1OC(=CC(=C1)C)C